FC1=C(C=2C=NC(=NC2C=C1C1=C(C2=C(OCCN2)N=C1)C)NC1=CC=C2CCN(CC2=C1)C(C)C)N 6-fluoro-7-(8-methyl-2,3-dihydro-1H-pyrido[2,3-b][1,4]oxazin-7-yl)-N~2~-[2-(propan-2-yl)-1,2,3,4-tetrahydroisoquinolin-7-yl]quinazoline-2,5-diamine